OC=1C=C(C=CC1)P(=O)(C(=O)S(=O)(=O)C)C(=O)S(=O)(=O)C ((3-hydroxyphenyl)phosphoryl)bis(methylsulfonylmethanone)